C(C)(C)(C)OC(=O)N1[C@@H]2CN([C@H](C1)C2)C=2C=C1C=CNC1=CC2 (1S,4S)-5-(1H-indol-5-yl)-2,5-diazabicyclo[2.2.1]Heptane-2-carboxylic acid tert-butyl ester